ClC1=NNC2=NC(=NC(=C21)NC)NC2=C1C=NN(C1=CC=C2)CC(C)(O)C 1-[4-[[3-chloro-4-(methylamino)-1H-pyrazolo[3,4-d]pyrimidin-6-yl]amino]indazol-1-yl]-2-methyl-propan-2-ol